C(C1=CC=CC=C1)OC=1C(=NN(C1C1=NN(C(=N1)C1=NC(=CC2=C1C=NN2C)C(=O)[O-])C)CC)C 4-{3-[4-(benzyloxy)-1-ethyl-3-methyl-1H-pyrazol-5-yl]-1-methyl-1H-1,2,4-triazol-5-yl}-1-methyl-1H-pyrazolo[4,3-c]pyridine-6-carboxylate